6-(2-((3-(4-Isopropylpiperazin-1-yl)-4-methylphenyl)amino)pyrimidin-4-yl)-4,4-dimethyl-3,4-Dihydroisoquinolin C(C)(C)N1CCN(CC1)C=1C=C(C=CC1C)NC1=NC=CC(=N1)C=1C=C2C(CN=CC2=CC1)(C)C